ClC1N(C=CN1C)C=C chloro-3-methyl-1-vinyl-imidazole